3-Indolepyruvate N1C=C(C2=CC=CC=C12)CC(C(=O)[O-])=O